FC=1C=C(C=CC1F)CC(C)(C)OC(C(C)NC(=O)OC(C)(C)C)=O.FC(C=1C=C(C=CC1)C(CC)=O)(F)F 1-(3-(trifluoromethyl)phenyl)propan-1-one 1-(3,4-difluorophenyl)-2-methylpropan-2-yl-2-(tert-butoxycarbonylamino)propanoate